N-[4-[[6-CYANO-2-(TRIFLUOROMETHYL)-4-QUINOLYL]AMINO]CYCLOHEXYL]-4-FLUORO-BENZAMIDE C(#N)C=1C=C2C(=CC(=NC2=CC1)C(F)(F)F)NC1CCC(CC1)NC(C1=CC=C(C=C1)F)=O